FC1(CCC(CC1)C1=C(C=C2C(NC(N3C2=C1SC[C@@H]3COC)=O)=O)C(F)(F)F)F (S)-10-(4,4-difluorocyclohexyl)-3-(methoxymethyl)-9-(trifluoromethyl)-2,3-dihydro-5H-[1,4]thiazino[2,3,4-ij]quinazoline-5,7(6H)-dione